O[C@@]1(C(N(CC1)C)=O)C1=CC(=CC=C1)C=1SC=C(N1)C1=CC=C2C=NN(C2=C1)C (R)-3-Hydroxy-1-methyl-3-(3-(4-(1-methyl-1H-indazol-6-yl)thiazol-2-yl)phenyl)pyrrolidin-2-one